ClC1=C(C=CC(=C1)Cl)C[C@@H](C[C@H]([C@@H](C(C)(C)C)O)N1N=CNC1=S)C 2-[(2S,4R,5R)-1-(2,4-dichlorophenyl)-5-hydroxy-2,6,6-trimethyl-heptan-4-yl]-2,4-dihydro-3H-1,2,4-triazole-3-thione